C(C)[C@@]12NC(N([C@@H]3CCOC=4C=CC(C(N[C@H]5CC(OC6=C5C=C(C\C=C/CCC1)C=C6)(C)C)=O)=CC34)C(C2)=O)=N (1R,5R,9Z,19S)-5-ethyl-3-imino-17,17-dimethyl-16,26-dioxa-2,4,20-triazahexacyclo[20.6.2.22,5.212,15.014,19.025,29]tetratriaconta-9,12,14,22(30),23,25(29),31-heptaene-21,34-dione